N-tert-butyl-3-iodo-5-[4-(trifluoromethyl)-phenyl]Benzamide C(C)(C)(C)NC(C1=CC(=CC(=C1)C1=CC=C(C=C1)C(F)(F)F)I)=O